N12C3CCCN(CC=CCNC4=NC=C(C=CC1=O)C2=N4)C3 1,6,11,13,20-pentazatetracyclo[10.6.2.12,6.015,19]henicosa-8,12,14,16,19-pentaen-18-one